bis(2-hydroxypropyl)oxamide OC(CNC(C(NCC(C)O)=O)=O)C